3-chloro-5-((1-((5-(6-methoxypyridin-3-yl)-6-oxo-1,6-dihydropyridazin-3-yl)methyl)-6-oxo-4-(trifluoromethyl)-1,6-dihydropyrimidin-5-yl)oxy)benzonitrile ClC=1C=C(C#N)C=C(C1)OC1=C(N=CN(C1=O)CC1=NNC(C(=C1)C=1C=NC(=CC1)OC)=O)C(F)(F)F